ethyl 2-(5-(1-cyclopropylpiperidin-4-yl)-3-fluoro-2-methoxyphenyl)acetate C1(CC1)N1CCC(CC1)C=1C=C(C(=C(C1)CC(=O)OCC)OC)F